N[C@H]1CS(C2=C(N(C1=O)CC1=CC=C(C=C1)Cl)C=C(C(=C2)F)C=2OC(=NN2)C(C(F)(F)F)(F)F)(=O)=O (3R)-3-amino-5-[(4-chlorophenyl)methyl]-8-fluoro-1,1-dioxo-7-[5-(1,1,2,2,2-pentafluoroethyl)-1,3,4-oxadiazol-2-yl]-2,3-dihydro-1λ6,5-benzothiazepin-4-one